N-(6-(4-(4-isopropoxypyridin-2-yl)thiazol-2-ylamino)-5-(trifluoromethyl)pyridin-3-yl)-N-methylacetamide C(C)(C)OC1=CC(=NC=C1)C=1N=C(SC1)NC1=C(C=C(C=N1)N(C(C)=O)C)C(F)(F)F